2-trityl-2H-tetrazole C(C1=CC=CC=C1)(C1=CC=CC=C1)(C1=CC=CC=C1)N1N=CN=N1